5-(4-{3-[4-(3-{4-chloro-3-ethyl-1H-pyrrolo[2,3-b]pyridin-3-yl}phenyl)-3-oxopiperazin-1-yl]propyl}piperazin-1-yl)-2-(2,6-dioxopiperidin-3-yl)isoindole-1,3-dione glycidyl-methacrylate C(C1CO1)OC(C(=C)C)=O.ClC1=C2C(=NC=C1)NCC2(CC)C=2C=C(C=CC2)N2C(CN(CC2)CCCN2CCN(CC2)C=2C=C1C(N(C(C1=CC2)=O)C2C(NC(CC2)=O)=O)=O)=O